ClC1=C(C=C(C=C1)C=1C=NN(C1)C1=C(C(=NN1C)OS(=O)(=O)C(C(F)(F)Cl)(F)F)C(F)(F)F)C(NC1CC1)=O [5-[4-[4-chloro-3-(cyclopropylcarbamoyl)phenyl] pyrazol-1-yl]-1-methyl-4-(trifluoromethyl)pyrazol-3-yl]2-chloro-1,1,2,2-tetrafluoro-ethanesulfonate